C(C)(=O)N1[C@H]([C@H](CCC1)NS(=O)(=O)C)CO[C@@H]1CC[C@@H](CC1)C1=C(C=CC=C1)CC N-((2R,3S)-1-acetyl-2-(((cis-4-(2-ethylphenyl)cyclohexyl)oxy)methyl)-piperidin-3-yl)methanesulfonamide